5-(tert-butyl)-3-chloro-1-(4-methoxybenzyl)-1H-pyrazole-4-carbaldehyde C(C)(C)(C)C1=C(C(=NN1CC1=CC=C(C=C1)OC)Cl)C=O